(R)-4-((2-chloro-5-((1-methyl-1H-pyrazol-4-yl)ethynyl)pyridin-4-yl)amino)butan-2-ol ClC1=NC=C(C(=C1)NCC[C@@H](C)O)C#CC=1C=NN(C1)C